C(CCCCCCC\C=C/C\C=C/CCCCC)(=O)OCC(COC(CCC(OCCCCCCCC)OCCCCCCCC)=O)COC(NC1CN(CCC1)CC)=O 3-((4,4-bis(octyloxy)butanoyl)oxy)-2-((((1-ethylpiperidin-3-yl)carbamoyl)oxy)methyl)propyl (9Z,12Z)-octadeca-9,12-dienoate